1-bromo-2-(2-bromoethoxy)-ethane BrCCOCCBr